5-chloro-1-((5-phenylthiophen-2-yl)methyl)-1H-indazole ClC=1C=C2C=NN(C2=CC1)CC=1SC(=CC1)C1=CC=CC=C1